C1CC12CCC(CC2)C(=O)NC(C(=O)O)CC 2-(spiro[2.5]octane-6-carboxamido)butanoic acid